Cl.NC1=C(C(=NN1C1CNCC1)C#CC1=CC(=CC(=C1)C(NC)=O)OC)C(=O)N 5-amino-3-((3-methoxy-5-(methylcarbamoyl)phenyl)ethynyl)-1-(pyrrolidin-3-yl)-1H-pyrazole-4-carboxamide hydrochloride